N-methyl-hexabromophenyl-amine CNC1(C(C(C(C=C1)Br)(Br)Br)(Br)Br)Br